C1(=CC=C(C=C1)C(CO)(CO)C1=CC=C(C=C1)C)C 2,2-di-p-tolyl-1,3-propanediol